O1CC(C1)S(=O)(=O)N1C[C@H](CCC1)C(=O)N1[C@H](CCC1)C(=O)NCC1=CC=C(C=C1)C(F)(F)F 1-(((3S)-1-(3-oxetanylsulfonyl)-3-piperidinyl)carbonyl)-N-(4-(trifluoromethyl)benzyl)-D-prolinamide